C(C)OC(=O)C1=NN(C(C1C1=CC=CC=C1)C1=CC=CC=C1)C1=CC=CC=C1 5-trans-1,4,5-triphenyl-4,5-dihydro-1H-pyrazole-3-carboxylic acid ethyl ester